FC1=C(C=C(C=C1)OC=1C(=C2C=CNC2=CC1F)SC)C=1NC(=CN1)C(O)C1=CC=CC=C1 (2-(2-fluoro-5-((6-fluoro-4-(methylthio)-1H-indol-5-yl)oxy)phenyl)-1H-imidazol-5-yl)(phenyl)methanol